Cl.Cl.C(CCCC)NN pentan-1-ylhydrazine bis-HCl